ClC=1C=C2C=C(C=NC2=C(C1C1=C(C=CC=C1O)F)F)C(=O)N 6-chloro-8-fluoro-7-(2-fluoro-6-hydroxyphenyl)quinoline-3-carboxamide